CCCCCCCCCCCCCCCCCCCCCCC(C(CCCCCCCCCCCCCCCCCC1CC1CCCCCCCCCCCCCCCCC(C(C)CCCCCCCCCCCCCCCCCC)OC)O)C(=O)[O-] The molecule is an ultra-long-chain fatty acid anion that is the conjugate base of methoxy mycolic acid, obtained by deprotonation of the carboxy group; major species at pH 7.3. It is a hydroxy fatty acid anion, a mycolate, a branched-chain fatty acid anion and an ultra-long-chain fatty acid anion. It is a conjugate acid of a methoxy mycolic acid.